C(C)OC([C@H](N)CCC(=O)OCC)=O D-glutamic acid diethyl ester